CC1=C(C(=O)P(C2=CC=CC=C2)(C2=C(C=C(C=C2)C)C)=O)C(=CC(=C1)C)C (2,4,6-trimethyl-benzoyl)-(2,4-dimethyl-phenyl)phenyl-phosphine oxide